NS(=O)(=O)NC1CCN(CC1)C1=C(C=C(C=C1)F)NC(=O)C=1N=C(C=2N(C1)C=CN2)C2=C(C=CC=C2Cl)Cl N-(2-{4-[(aminosulfonyl)amino]hexahydropyridin-1-yl}-5-fluorophenyl)-8-(2,6-dichlorophenyl)imidazo[3,2-a]pyrazine-6-carboxamide